FC1=C(C(=O)C2=CNC=3N=C(N=C(C32)N[C@H]3CN(CC3)C(C=C)=O)NC=3C=NN(C3)C)C=CC(=C1)F (R)-1-(3-((5-(2,4-difluorobenzoyl)-2-((1-methyl-1H-pyrazol-4-yl)amino)-7H-pyrrolo[2,3-d]pyrimidin-4-yl)amino)pyrrolidin-1-yl)prop-2-en-1-one